FUROPYRROLE O1C=CC2=C1C=CN2